FC=1C(=C(C=CC1)NC1=C(NC2=C1C(NCC2)=O)C2=C(C=NC=C2)OCC2N(C(C2)C)C(=O)OC(C)(C)C)OC tert-butyl 2-{[(4-{3-[(3-fluoro-2-methoxyphenyl)amino]-4-oxo-1H,5H,6H,7H-pyrrolo[3,2-c]pyridin-2-yl}pyridin-3-yl)oxy]methyl}-4-methylazetidine-1-carboxylate